5-(6-(trifluoromethyl)pyridin-3-yl)pyrido[4,3-d]pyrimidin-4(3H)-one FC(C1=CC=C(C=N1)C1=NC=CC=2N=CNC(C21)=O)(F)F